C(C)N(C)CC1=CC(=NC(=N1)C(F)(F)F)C(=O)O 6-{[ethyl(methyl)amino]methyl}-2-(trifluoromethyl)pyrimidine-4-carboxylic acid